ClC1=C(OC2=CC=CC3=C2NC(=NS3(=O)=O)N[C@H](C)C3=CC=CC=C3)C=CC=C1 (R)-5-(2-chlorophenoxy)-3-((1-phenylethyl)amino)-4H-benzo[e][1,2,4]thiadiazine 1,1-dioxide